6-((4,6-dimethyl-2-oxo-1,2-dihydropyridin-3-yl)methyl)-2-(4-(dimethylamino)bicyclo[2.2.2]oct-1-yl)-2,4-dimethyl-7,8-dihydro-[1,3]dioxolo[4,5-g]isoquinolin-5(6H)-one CC1=C(C(NC(=C1)C)=O)CN1C(C=2C(=C3C(=CC2CC1)OC(O3)(C)C31CCC(CC3)(CC1)N(C)C)C)=O